1-(benzyl-(2-hydroxyethyl)amino)-3-butoxypropan-2-ol C(C1=CC=CC=C1)N(CC(COCCCC)O)CCO